3-(cyclopropylsulfonyl)bicyclo[1.1.1]pentan-1-amine C1(CC1)S(=O)(=O)C12CC(C1)(C2)N